3-methyl-2-((methylamino)methyl)benzofuran-4-amine CC1=C(OC=2C1=C(C=CC2)N)CNC